magnesium (3Z)-6-(butoxymethoxy)-3-hexenyliodide C(CCC)OCOCC\C=C/CCI.[Mg]